N=1C(NC=C2C=CC=CC12)=O 2,3-dihydro-quinazolinone